COC1=C(C=CC=C1)C=1NC2=C(C1)C=CC=C2 2-(2-Methoxyphenyl)benzazole